C(CCC)NC(C(CCN1C2=CC(=CC=C2C=2C=CN=C(C12)C)OC)C)=O N-(butyl)-4-(7-Methoxy-1-methyl-β-carbolin-9-yl)-α-methylbutanamide